6-(2,5-Dimethyl-morpholin-4-yl)-2-ethylsulfanyl-N-[(3-fluorophenyl)-methyl]-4-methyl-pyridine-3-carboxylic acid amide CC1CN(C(CO1)C)C1=CC(=C(C(=N1)SCC)C(=O)NCC1=CC(=CC=C1)F)C